ClC1=C(C=CC=C1)[C@]1([C@H](CCCC1)NCCCN1CCCC1)NC (1R,2S)-1-(2-chlorophenyl)-N1-methyl-N2-(3-(pyrrolidin-1-yl)propyl)cyclohexane-1,2-diamine